BrC=1C=C(C=NC1OC)N(C(OC)=O)O methyl (5-bromo-6-methoxypyridin-3-yl)(hydroxy)carbamate